N[C@@H](CC=1N=C(SC1CCCC(=O)N([C@@H](C(C)C)C(=O)O)C)Br)C(=O)OCC N-(4-(4-((S)-2-amino-3-ethoxy-3-oxopropyl)-2-bromothiazol-5-yl)butanoyl)-N-methyl-L-valine